NC=1C=CC(=C(C1)C=1C=C2N(C(C(N(C2=CC1Cl)CC1CNC1)=O)=O)C1=C(C=CC=C1C)C(C)C)C(F)(F)F 6-(5-amino-2-(trifluoromethyl)phenyl)-1-(azetidin-3-ylmethyl)-7-chloro-4-(2-isopropyl-6-methylphenyl)-1,4-dihydroquinoxaline-2,3-dione